F[C@H](C1(COC1)C=1C=C(C=CC1)N1C(C2=CC(=CC(=C2C1)C(F)(F)F)CNCCCF)=O)C1=NN=CN1C (R)-2-(3-(3-(fluoro(4-methyl-4H-1,2,4-triazol-3-yl)methyl)oxetan-3-yl)phenyl)-6-(((3-fluoropropyl)amino)methyl)-4-(trifluoromethyl)isoindolin-1-one